ethyl (4-nitrophenyl) (1-(4-(((2-amino-9H-purin-6-yl) oxy)methyl)phenyl)-3,25,28-trioxo-6,9,12,15,18,21,32,35,38,41,44-undecaoxa-2,24,29-triazahexatetracontan-46-yl)phosphonate NC1=NC(=C2N=CNC2=N1)OCC1=CC=C(C=C1)CNC(CCOCCOCCOCCOCCOCCOCCNC(CCC(NCCOCCOCCOCCOCCOCCP(OCC)(OC1=CC=C(C=C1)[N+](=O)[O-])=O)=O)=O)=O